C(C1=CC=CC=C1)N1C(CC1)COC=1C=CC(=C(C(=O)NC2(CC2)C2=CC=CC3=CC=CC=C23)C1)C 5-((1-Benzylazetidin-2-yl)methoxy)-2-methyl-N-(1-(naphthalen-1-yl)cyclopropyl)benzamide